ClC=1N=C(C2=C(N1)C(=C(N=C2)Cl)F)N2CC1(CC(C1)O)CCC2 (2s,4r)-6-(2,7-dichloro-8-fluoro-pyrido[4,3-d]pyrimidin-4-yl)-6-azaspiro[3.5]nonan-2-ol